(S)-2-((((9H-Fluoren-9-yl)methoxy)carbonyl)amino)-O-(pent-4-yn-yl)-L-serine C1=CC=CC=2C3=CC=CC=C3C(C12)COC(=O)N[C@@](N)(COCCCC#C)C(=O)O